C(C)N1C(C=CC1=O)=O n-ethyl-maleimide